(8-fluoro-2-methyl-imidazo[1,2-a]pyridin-6-yl)boronic acid FC=1C=2N(C=C(C1)B(O)O)C=C(N2)C